10,10-dimethyl-anthracenedione CC1(C2=CCC(C(C2=CC2=CC=CC=C12)=O)=O)C